SCCC[C@H](N)C(=O)O 5-Sulfanyl-norvaline